3-bromo-2-(4-tert-butyl-5-chloro-2-methyl-phenyl)-5,6-dimethyl-1H-pyridin-4-one BrC1=C(NC(=C(C1=O)C)C)C1=C(C=C(C(=C1)Cl)C(C)(C)C)C